C1(CC1)C=1C=C(C=CC1)N(C(=O)C=1C=CC=2N(C1)C(=CN2)C=2C=CC(=NC2)NC(OC)=O)C methyl N-[5-[6-[(3-cyclopropylphenyl)-methyl-carbamoyl]imidazo[1,2-a]pyridin-3-yl]-2-pyridyl]carbamate